5-chloro-N-(3-chloro-5-(4,4,5,5-tetramethyl-1,3,2-dioxaborolan-2-yl)phenyl)-2-(1,1-dioxidoisothiazolidin-2-yl)isonicotinamide ClC1=CN=C(C=C1C(=O)NC1=CC(=CC(=C1)B1OC(C(O1)(C)C)(C)C)Cl)N1S(CCC1)(=O)=O